ClC1=CC(=C(C=C1)C1=NC(=CC=2N=C(N(C(C21)=O)C)C)N2C[C@@H](OCC2)C2CC2)F (S)-5-(4-chloro-2-fluorophenyl)-7-(2-cyclopropylmorpholino)-2,3-dimethylpyrido[4,3-d]pyrimidin-4(3H)-one